bis(2-hydroxy-3-acryloyloxypropyl)ether OC(COCC(COC(C=C)=O)O)COC(C=C)=O